5-chloro-2-(4-hydroxy-2-(trifluoromethyl)pyrimidin-5-yl)benzaldehyde ClC=1C=CC(=C(C=O)C1)C=1C(=NC(=NC1)C(F)(F)F)O